NC1=CC=2C(=NN(C2C(F)(F)F)CC(C)C)N1C1=C(C(=CC=C1C)O)C (S)-5-amino-6-(3-hydroxy-2,6-dimethylphenyl)-2-isobutyl-3-(trifluoromethyl)-2,6-dihydropyrrolo[2,3-c]pyrazole